2,3-dimethylbenzene isocyanate [N-]=C=O.CC1=CC=CC=C1C